styrenyl-phosphine C(=CC1=CC=CC=C1)P